ClC1=CC(=CC(=N1)N1CCN(CC1)S(=O)(=O)C1=CC=C(C=C1)N1C(OC(C1)CN1CCNCC1)=O)C(F)(F)F 3-[4-[4-[6-Chloro-4-(trifluoromethyl)-2-pyridinyl]piperazin-1-yl]sulfonylphenyl]-5-(piperazin-1-ylmethyl)oxazolidin-2-one